CC1C(C)O1 2,3-epoxybutane